FC1=CC(=CC=2N(C(=NC21)N2C[C@H]([C@@H](CC2)F)N)CC=2SC(=NN2)C)F (3r,4r)-1-(4,6-difluoro-1-((5-methyl-1,3,4-thiadiazol-2-yl)methyl)-1H-benzo[d]imidazol-2-yl)-4-fluoropiperidin-3-amine